2H-Chromene O1CC=CC2=CC=CC=C12